N1CC(C1)CCOC1=CC=C(C=N1)C1=CN=CC(=N1)C(=O)N/N=C/C=1C(=NC=C(C1)OC)F (E)-6-(6-(2-(azetidin-3-yl)ethoxy)pyridin-3-yl)-N'-((2-fluoro-5-methoxypyridin-3-yl)methylene)pyrazine-2-carbohydrazide